C(CCCCC)NC([C@@H](N)CC(=O)N)=O N-hexyl-L-aspartamide